5-(dibenzo[b,f]azepin-5(6H)-yl)-5-oxopentyl-trifluoroacetamide C1=CC=CC=2N(C3C(C=CC21)=CC=CC3)C(CCCCNC(C(F)(F)F)=O)=O